5-(2-ethoxybenzoyl)-3-(1,4,5,6,7,8,9-heptahydroquinolizin-2-yl)-benzofuran C(C)OC1=C(C(=O)C=2C=CC3=C(C(=CO3)C=3CC4CCCCN4CC3)C2)C=CC=C1